C(#N)N1CC(OCC1)C(=O)NC1=NC=CC(=C1)C1=CC=CC=C1 4-cyano-N-(4-phenylpyridin-2-yl)morpholine-2-carboxamide